The molecule is an acyl-CoA(4-) obtained by deprotonation of the phosphate and diphosphate groups of oscr#1-CoA; major species at pH 7.3. It is a conjugate base of an oscr#1-CoA. C[C@H]1[C@@H](C[C@H]([C@@H](O1)OCCCCCCC(=O)SCCNC(=O)CCNC(=O)[C@@H](C(C)(C)COP(=O)([O-])OP(=O)([O-])OC[C@@H]2[C@H]([C@H]([C@@H](O2)N3C=NC4=C(N=CN=C43)N)O)OP(=O)([O-])[O-])O)O)O